4-(5-bromopyridin-2-yl)-1-methyl-1H-imidazole-5-carboxylic acid ethyl ester C(C)OC(=O)C1=C(N=CN1C)C1=NC=C(C=C1)Br